thiophene-2-thiocarboxylate S1C(=CC=C1)C([O-])=S